4-oxo-N-{[6-({[(piperidin-2-yl)methyl]amino}methyl)imidazo[1,2-a]pyridin-2-yl]methyl}-4H-pyrido[1,2-a]pyrimidine-2-carboxamide O=C1C=C(N=C2N1C=CC=C2)C(=O)NCC=2N=C1N(C=C(C=C1)CNCC1NCCCC1)C2